ClC1=C(C=CC(=C1)Cl)C=C(C(=O)O)C.O=C[C@H](O)[C@@H](O)[C@@H](O)[C@H](O)CO galactose ((2,4-dichlorophenyl) methacrylate)